5H-thieno[2,3-c]pyrrole-5-carboxylate S1C=CC=2C1=CN(C2)C(=O)[O-]